O=CCCCCCC=1N=C(N(C1)C1=CC=CC=C1)NC(C1=CC(=CC=C1)C1=CC=NC=C1)=O N-(4-(6-oxohexyl)-1-phenyl-1H-imidazol-2-yl)-3-(pyridin-4-yl)benzamide